BrC1=C(C=C(C=C1)CN1CC2(COC2)C1)Cl 6-[(4-bromo-3-chlorophenyl)methyl]-2-oxa-6-azaspiro[3.3]heptane